N-(2-hydroxyethyl)-2-aminobenzamide OCCNC(C1=C(C=CC=C1)N)=O